Cl.COC(C(C)C)=O methyl-2-methylpropionate hydrochloride